1-[5-(4,4,5,5-Tetramethyl-1,3,2-dioxaborolan-2-yl)-2-pyridyl]cyclopropanecarbonitrile CC1(OB(OC1(C)C)C=1C=CC(=NC1)C1(CC1)C#N)C